(S)-ethyl 2-(2-((7-(3-(1-amino-2-hydroxyethyl)phenyl)benzofuran-5-yl)methoxy)phenyl)acetate N[C@H](CO)C=1C=C(C=CC1)C1=CC(=CC=2C=COC21)COC2=C(C=CC=C2)CC(=O)OCC